4-(4-(Methacryloyloxy)phenoxy)-4-oxobutanoic acid C(C(=C)C)(=O)OC1=CC=C(OC(CCC(=O)O)=O)C=C1